[O-]P([O-])(=O)OP(=O)([O-])[O-].[Ca+2].[Ca+2].[Ca+2].[Ca+2].[O-]P([O-])(=O)OP(=O)([O-])[O-] tetra-calcium diphosphate